C(C)(C)(C)C1=CC=C(C=C1)C(C[N+](=O)[O-])=O 1-(4-tert-butylphenyl)2-nitroethanone